NC=1NC(C=2N=CN(C2N1)[C@H]1C[C@@H]2O[P@](OC[C@H]2O1)(=O)O[C@@H]1CSSC[C@H]1OCC1=CC=CC=C1)=S 2-amino-9-((2R,4aR,6R,7aS)-2-(((4s,5S)-5-(benzyloxy)-1,2-dithian-4-yl)oxy)-2-oxidotetrahydro-4H-furo[3,2-d][1,3,2]dioxaphosphinin-6-yl)-1,9-dihydro-6H-purine-6-thione